ethyl 3-(5-bromo-3,4-dihydroquinolin-1(2H)-yl)-3-oxopropanoate BrC1=C2CCCN(C2=CC=C1)C(CC(=O)OCC)=O